2,2,3,4,4,5-hexafluorotetrahydro-3-(pentafluoroethyl)-5-(trifluoromethyl)-cis-furan FC1(O[C@](C([C@]1(C(C(F)(F)F)(F)F)F)(F)F)(C(F)(F)F)F)F